C(C)(C)(C)OC(=O)NC(C(=O)O)CCCCC (tert-butyl-(oxycarbonyl)amino)heptanoic acid